NC=1C(=NC(=C(C1)C(F)(F)F)N1CCCC1)C(=O)NCC(C(F)(F)F)(C)O 3-Amino-6-(pyrrolidin-1-yl)-N-(3,3,3-trifluoro-2-hydroxy-2-methylpropyl)-5-(trifluoromethyl)picolinamide